3α,7α,12β-trihydroxy-5b-cholanoic acid O[C@H]1C[C@H]2C[C@H]([C@H]3[C@@H]4CC[C@H]([C@@H](CCC(=O)O)C)[C@]4([C@@H](C[C@@H]3[C@]2(CC1)C)O)C)O